[C@@H]1([C@H](O)[C@@H](O)[C@H](O)[C@H](O1)CO)NC1=CC=C(S(=O)(=O)N)C=C1 N4-beta-D-Glucosyl-sulfanilamide